4-(3-((1H-pyrrolo[2,3-b]pyridin-4-yl)amino)-4-(piperidin-4-yloxy)phenyl)-2-(thiazol-2-yl)but-3-yn-2-ol N1C=CC=2C1=NC=CC2NC=2C=C(C=CC2OC2CCNCC2)C#CC(C)(O)C=2SC=CN2